1,4-bis(4-methylanilino)anthracene-9,10-dione methyl-2-(4-chloro-3-fluorophenyl)-3-oxobutanoate COC(C(C(C)=O)C1=CC(=C(C=C1)Cl)F)=O.CC1=CC=C(NC2=CC=C(C=3C(C4=CC=CC=C4C(C23)=O)=O)NC2=CC=C(C=C2)C)C=C1